N-(2-(2-(4,4-difluoropiperidin-1-yl)-6-methylpyridin-4-yl)-2-oxoethyl)-4-iodo-2-(6-azaspiro[2.5]oct-6-yl)benzamide FC1(CCN(CC1)C1=NC(=CC(=C1)C(CNC(C1=C(C=C(C=C1)I)N1CCC2(CC2)CC1)=O)=O)C)F